(4-chloro-2-fluorophenyl)-2-methyl-8-(piperidin-4-yl)chroman-4-ol ClC1=CC(=C(C=C1)C1(OC2=C(C=CC=C2C(C1)O)C1CCNCC1)C)F